C1=CC(=CC=C1C=CC2=C(C(=CC(=C2)O)O)N)O Aminoresveratrol